NC=1C=CC(=C(C1)C=1NC=CN1)S 5-amino-2-mercaptophenylimidazole